1-[1-[2-amino-4-(trifluoromethoxy)benzoyl]-4-piperidyl]-6-tetrahydropyran-3-yl-3H-imidazo[4,5-b]pyridin-2-one NC1=C(C(=O)N2CCC(CC2)N2C(NC3=NC=C(C=C32)C3COCCC3)=O)C=CC(=C1)OC(F)(F)F